C(CCC)(=O)N1[C@H]([C@H](C(C1)(F)F)NS(=O)(=O)CC)CC=1C(=C(C=CC1)C1=CC(=CC=C1)F)F N-{(2S,3R)-1-butanoyl-2-[(2,3'-difluoro-[1,1'-biphenyl]-3-yl)methyl]-4,4-difluoro-pyrrolidin-3-yl}ethanesulfonamide